ClC1=CC=C(C=C1)C(C(F)(F)F)N1CC(C1)NC(=O)C=1N=NN(C1)C1CC1 N-(1-(1-(4-chlorophenyl)-2,2,2-trifluoroethyl)azetidin-3-yl)-1-cyclopropyl-1H-1,2,3-triazole-4-carboxamide